4-((4,4-Dimethyl-2-oxopentyl)thio)benzoic acid CC(CC(CSC1=CC=C(C(=O)O)C=C1)=O)(C)C